NC=1C=C2C(=CC(N(C2=CC1)C)=O)NC(C(=O)NCC)(C)C 2-[(6-amino-1-methyl-2-oxo-4-quinolyl)amino]-N-ethyl-2-methyl-propanamide